ClC=1C(=NC(=NC1)N1CC(NCC1)C(F)F)NC1=CC=2C3=C(C(N(C2C=C1)C)=O)OCC([C@@H](N3)C3CC3)(F)F (2S)-10-((5-Chloro-2-(3-(difluoromethyl)piperazin-1-yl)pyrimidin-4-yl)amino)-2-cyclopropyl-3,3-difluoro-7-methyl-1,2,3,4-tetrahydro-[1,4]oxazepino[2,3-c]chinolin-6(7H)-on